BrC=1C(=NC(=NC1)C)C1=NN(C=2C=C(C(=C(C12)N)C)F)C1OCCCC1 (5-bromo-2-methyl-pyrimidin-4-yl)-6-fluoro-5-methyl-1-tetrahydropyran-2-yl-indazol-4-amine